methyl (E)-[4-[3-(4-chlorophenyl)-3-[4-[3-(4-methylpiperazin-1-yl)propynyl]phenyl]allyloxy]-2-methyl-phenoxy]acetate ClC1=CC=C(C=C1)/C(=C/COC1=CC(=C(OCC(=O)OC)C=C1)C)/C1=CC=C(C=C1)C#CCN1CCN(CC1)C